C1(CC1)C=1N=CC2=C(N1)CCN(C2)C(=O)[C@@H]2CC21CCN(CC1)C(=O)OC(C(F)(F)F)C(F)(F)F |r| 1,1,1,3,3,3-hexafluoropropan-2-yl (±)-1-(2-cyclopropyl-5,6,7,8-tetrahydropyrido[4,3-d]pyrimidine-6-carbonyl)-6-azaspiro[2.5]octane-6-carboxylate